1-(2-(1-benzylpiperidin-4-yl)ethyl)urea C(C1=CC=CC=C1)N1CCC(CC1)CCNC(=O)N